NC1=C(C=C(C=C1)C(F)(F)F)N1N=CC=CC1=O 2-(2-amino-5-(trifluoromethyl)phenyl)pyridazin-3(2H)-one